C(C1=CC=CC=C1)[C@H](C(=O)N1[C@H](CCC1)C(=O)N[C@H](C(=O)OC)CCCNC(=O)OCC1=CC=CC=C1)\C=C\[C@H](CC(C)C)NC(=O)OC(C)(C)C methyl (2S)-2-{[(2R)-1-[(2S,3E,5S)-2-benzyl-5-{[(tert-butoxy)carbonyl]amino}-7-methyloct-3-enoyl]pyrrolidin-2-yl]formamido}-5-{[(benzyloxy)carbonyl]amino}pentanoate